6-(trifluoromethyl)pyridine-3-carboxaldehyde FC(C1=CC=C(C=N1)C=O)(F)F